(4aR,8aS)-6-(6-(2-(2-((7-nitrobenzo[c][1,2,5]oxadiazol-4-yl)amino)ethoxy)benzyl)-2-azaspiro[3.3]heptane-2-carbonyl)hexahydro-2H-pyrido[4,3-b][1,4]oxazin-3(4H)-one [N+](=O)([O-])C1=CC=C(C=2C1=NON2)NCCOC2=C(CC1CC3(CN(C3)C(=O)N3C[C@@H]4[C@@H](OCC(N4)=O)CC3)C1)C=CC=C2